N-methylmethanaminium tetrafluoroborate F[B-](F)(F)F.C[NH2+]C